FC1(CCC(CC1)C=1C=2N(N=C(C1)[C@@H]1C[C@@H](OCC1)C1=CNC(C=C1)=O)C(C(=C(N2)C)C)=O)F 9-(4,4-difluorocyclohexyl)-7-[(2R,4S)-2-(6-keto-1H-pyridin-3-yl)tetrahydropyran-4-yl]-2,3-dimethyl-pyrimido[1,2-b]pyridazin-4-one